5-methyl-1,3,2-dioxaphosphorinane 2-oxide CC1COP(OC1)=O